methyl 2-(3-fluoro-1-(5-(trifluoromethyl)pyrimidin-2-yl)piperidin-4-yl)acetate FC1CN(CCC1CC(=O)OC)C1=NC=C(C=N1)C(F)(F)F